o-iodobenzonitrile C1=CC=C(C(=C1)C#N)I